C(C)(C)N(C=NC1=C(C=C(C(=C1)OC)C(C(F)(F)F)(C1=CC=CC=C1)O)C)C N-Isopropyl-N'-[5-methoxy-2-methyl-4-(2,2,2-trifluoro-1-hydroxy-1-phenylethyl)phenyl]-N-methylimidoformamide